FC=1C=C(C=C(C1OC1=CC=NC2=CC(=C(C=C12)OC(CO)C)OC)F)C1=NC=CC(=C1C(=O)N)OC (3,5-difluoro-4-{[6-((1-hydroxypropan-2-yl)oxy)-7-methoxyquinolin-4-yl]oxy}phenyl)-4-methoxypyridine-3-carboxamide